COCCN(C(O[C@H](C(=O)NC=1C(N(C=CC1)CC1=NC2=C(N1)C(=CC(=C2)F)CC(C)(C)C)=O)CC\C=C\C(=O)N(C)C)=O)C (S,E)-7-(dimethylamino)-1-((1-((5-fluoro-7-neopentyl-1H-benzo[d]imidazol-2-yl)methyl)-2-oxo-1,2-dihydropyridin-3-yl)amino)-1,7-dioxohept-5-en-2-yl (2-methoxyethyl)(methyl)carbamate